(Quinoxalin-6-ylmethyl)-4-(4,7-diazaspiro[2.5]octan-7-yl)-5-(trifluoromethyl)pyridin-3-amine N1=CC=NC2=CC(=CC=C12)CC1=NC=C(C(=C1N)N1CCNC2(CC2)C1)C(F)(F)F